FC=1C=2C3=C(N(C2C=CC1OC)CC1=CC=C(C=C1)S(=O)(=O)N)C=CC=N3 4-((9-fluoro-8-methoxy-5H-pyrido[3,2-b]indol-5-yl)methyl)benzenesulfonamide